N1(N=CN=C1)C=1C=C(C(=O)N[C@H]2C[C@H](CCC2)NC2=CC(=NC3=CC=CC=C23)C(F)(F)F)C=CC1 3-(1H-1,2,4-triazol-1-yl)-N-[(1r,3s)-3-{[2-(trifluoromethyl)quinolin-4-yl]amino}cyclohexyl]benzamide